9,9'-spirobifluorene-2-yl-boric acid C1=C(C=CC=2C3=CC=CC=C3C3(C12)C1=CC=CC=C1C=1C=CC=CC13)OB(O)O